Allyl (2,3-di-O-benzyl-β-D-galactopyranosyl)-(1→3)-4,6-di-O-benzyl-2-deoxy-2-trichloroacetamido-β-D-galactopyranoside C(C1=CC=CC=C1)O[C@H]1[C@@H](O[C@@H]([C@@H]([C@@H]1OCC1=CC=CC=C1)O)CO)O[C@@H]1[C@H]([C@H](OCC=C)O[C@@H]([C@@H]1OCC1=CC=CC=C1)COCC1=CC=CC=C1)NC(C(Cl)(Cl)Cl)=O